OC1=CC=C(C=C1)C1CCN(CC1)C1=CC(=C(C#N)C=C1)C(F)(F)F 4-(4-(4-hydroxyphenyl)piperidin-1-yl)-2-(trifluoromethyl)-benzonitrile